[Cl-].FC(C=1C(=C(C=CC1)[C@@H](C)N)F)F (1R)-1-[3-(difluoromethyl)-2-fluoro-phenyl]ethanamine chloride